N-(7-chloro-6-(piperidin-4-yl)isoquinolin-3-yl)-5-oxaspiro[2.4]heptane-1-carboxamide ClC1=C(C=C2C=C(N=CC2=C1)NC(=O)C1CC12COCC2)C2CCNCC2